ClCC1=NSC(=N1)NC(=O)C=1OC(=C(C1)C1=CC(=CC=C1)OC(F)F)C N-(3-(chloromethyl)-1,2,4-thiadiazol-5-yl)-4-(3-(difluoromethoxy)phenyl)-5-methylfuran-2-carboxamide